C[Si](C)(C)C#CC1(CC2(C1)CCC2)O 2-((trimethylsilyl)ethynyl)spiro-[3.3]heptan-2-ol